2-methyl-2-propene-1-sulfonyl chloride CC(CS(=O)(=O)Cl)=C